ClC=1N=CC2=C(N1)N(C=C2C=2SC=CC2)[C@@H]2C[C@@H]([C@@H]1[C@H]2OC(O1)(C)C)CO [(3aR,4R,6R,6aS)-6-[2-chloro-5-(thiophen-2-yl)pyrrolo[2,3-d]pyrimidin-7-yl]-2,2-dimethyl-tetrahydro-3aH-cyclopenta[d][1,3]dioxol-4-yl]methanol